BrC1=CC2=C(C(=NO2)N)C=C1OC 6-bromo-5-methoxy-1,2-benzoxazol-3-amine